(2S)-2-ethynylmorpholine-4-carboxylic acid methyl ester COC(=O)N1C[C@@H](OCC1)C#C